O=C1NC(=NO1)C1=C(C=CC=C1)C1=NC=NC=C1 4-((5-oxo-4,5-dihydro-[1,2,4]oxadiazol-3-yl)-phenyl)-pyrimidin